(E)-4-bromobutanoyl-3-pentanyl undec-2-enoate C(\C=C\CCCCCCCC)(=O)OC(CCC(CCCBr)=O)CC